N-(2',3-dichloro-[2,3'-bipyridin]-6-yl)-6-fluoropyridine-2-sulfonamide ClC1=NC=CC=C1C1=NC(=CC=C1Cl)NS(=O)(=O)C1=NC(=CC=C1)F